5-(4-((1H-indazol-5-yl)amino)pyrimidin-2-yl)-N-(pyridazin-4-yl)isoindoline-2-carboxamide N1N=CC2=CC(=CC=C12)NC1=NC(=NC=C1)C=1C=C2CN(CC2=CC1)C(=O)NC1=CN=NC=C1